ClC=1C(=C(CN2[C@@H](C[C@@H](CC2)CC2=NC(=CC=C2F)NC2=NNC(=C2)C)C)C=CC1)F (2R,4R)-1-(3-chloro-2-fluorobenzyl)-4-((3-fluoro-6-((5-methyl-1H-pyrazol-3-yl)amino)pyridin-2-yl)methyl)-2-methylpiperidine